(2s,3r,4r,5s)-3,4,5-tris(benzyloxy)-2-(fluoromethyl)-1-(2-fluorophenylethyl)piperidine C(C1=CC=CC=C1)O[C@@H]1[C@H](N(C[C@@H]([C@H]1OCC1=CC=CC=C1)OCC1=CC=CC=C1)CCC1=C(C=CC=C1)F)CF